C(C)OC(C[C@@H](C=1C=C(C=CC1)C1=C(C=CC=C1C)C)N)=O (S)-3-amino-3-(2',6'-dimethylbiphenyl-3-yl)propionic acid ethyl ester